(2S)-4-hydroxypyrrolidine-1,2-dicarboxylic acid O1-tert-butyl ester O2-[8-(1-hexylheptyloxy)-8-oxo-octyl] ester C(CCCCC)C(CCCCCC)OC(CCCCCCCOC(=O)[C@H]1N(CC(C1)O)C(=O)OC(C)(C)C)=O